N1CCC(CC1)C(=O)OC(C(CCCC)NC([C@@H](CCCC(F)(F)F)NC([C@@H](CC1=CC=CC=C1)NC(=O)OC(C)(C)C)=O)=O)=O [2-[[(2R)-2-[[(2R)-2-(tert-butoxycarbonylamino)-3-phenylpropionyl] amino]-6,6,6-trifluoro-hexanoyl] amino] hexanoyl] piperidine-4-carboxylate